(4-((5-Chloropyridin-2-yl)carbamoyl)-2-fluorophenyl)boronic acid ClC=1C=CC(=NC1)NC(=O)C1=CC(=C(C=C1)B(O)O)F